tert-butyl (2S,6S*)-2-[(benzyloxy)methyl]-6-hydroxy-6-(prop-2-en-1-yl)-1,4-oxazepane-4-carboxylate C(C1=CC=CC=C1)OC[C@H]1OC[C@@](CN(C1)C(=O)OC(C)(C)C)(CC=C)O |o1:12|